2-[6-[3-(difluoromethyl)-4-fluoro-phenyl]-3-methyl-2-oxo-imidazo[4,5-b]pyridin-1-yl]-N,N-dimethyl-acetamide FC(C=1C=C(C=CC1F)C=1C=C2C(=NC1)N(C(N2CC(=O)N(C)C)=O)C)F